ClC=1C=C2C(=CC(=NC2=CC1)C(F)(F)F)NC1CCC(CC1)NC(=O)C1=CC=CC=2OCOC21 N-[(1s,4s)-4-{[6-chloro-2-(trifluoromethyl)quinolin-4-yl]amino}cyclohexyl]-2H-1,3-benzodioxole-4-carboxamide